CC(=CC=CCC)CCC=C(C)C 6,10-dimethyl-3,5,9-undecatriene